N1C[C@H](CC1)C(C(F)(F)F)NC1=CC=C(C=C1)C=1N(C2=NC=NC(=C2C1)N1CCOCC1)COCC[Si](C)(C)C {1-[(S)-3-pyrrolidinyl]-2,2,2-trifluoroethyl}[p-(4-morpholino-1-{[2-(trimethylsilyl)ethoxy]methyl}-1H-1,5,7-triazainden-2-yl)phenyl]amine